(1R,2S)-5'-methoxy-2-(3-{[3-methoxy-5-(morpholin-4-yl)pyrazin-2-yl]amino}-1H-indazol-6-yl)spiro[cyclopropane-1,3'-indol]-2'(1'H)-one COC=1C=C2[C@]3(C(NC2=CC1)=O)[C@@H](C3)C3=CC=C1C(=NNC1=C3)NC3=NC=C(N=C3OC)N3CCOCC3